(2R,3R)-3-((tert-butoxycarbonyl)amino)-2-hydroxy-4-phenylbutanoic acid C(C)(C)(C)OC(=O)N[C@@H]([C@H](C(=O)O)O)CC1=CC=CC=C1